3-isocyanopropyltrimethoxyzirconium(IV) [N+](#[C-])CCC[Zr](OC)(OC)OC